6-(1-(4-(1H-pyrazol-1-yl)benzyl)-4-chloro-1H-indazole-7-carboxamido)spiro[3.3]heptane N1(N=CC=C1)C1=CC=C(CN2N=CC3=C(C=CC(=C23)C(=O)NC2CC3(CCC3)C2)Cl)C=C1